1,N1,N2-trimethylcyclohexane-1,2-diamine CC1(C(CCCC1)NC)NC